racemic-(2R)-2-[[4-[[6-(1-hydroxyethyl)-3-isopropenyl-imidazo[1,2-a]pyridin-8-yl]amino]-1-piperidinyl]methyl]morpholine-4-carboxylic acid tert-butyl ester C(C)(C)(C)OC(=O)N1C[C@H](OCC1)CN1CCC(CC1)NC=1C=2N(C=C(C1)C(C)O)C(=CN2)C(=C)C |r|